7-bromo-1-(4-methylpyridin-2-yl)-1,2,3,4-tetrahydroquinoline BrC1=CC=C2CCCN(C2=C1)C1=NC=CC(=C1)C